[1,2,2,2-Tetradeuterio-1-(trideuteriomethyl)ethyl]hydrazine [2H]C(C([2H])([2H])[2H])(C([2H])([2H])[2H])NN